pyrazolo[3,4-b]pyridin-3-amine N1N=C(C=2C1=NC=CC2)N